4-Amino-3-(((tetrahydro-2H-pyran-2-yl)methyl)amino)benzoic acid methyl ester COC(C1=CC(=C(C=C1)N)NCC1OCCCC1)=O